tert-butyl 4-[3-(4,4,5,5-tetramethyl-1,3,2-dioxaborolan-2-yl)-2-pyridyl]-piperazine-1-carboxylate CC1(OB(OC1(C)C)C=1C(=NC=CC1)N1CCN(CC1)C(=O)OC(C)(C)C)C